tert-butyl N-[(4-oxo-5-tetrahydrofuran-2-yl-3H-phthalazin-1-yl)methyl]carbamate O=C1NN=C(C2=CC=CC(=C12)C1OCCC1)CNC(OC(C)(C)C)=O